CC1CCN(CC1)C1=CC=C(C=C1)NC1CCC(CC1)N N1-(4-(4-methylpiperidin-1-yl)phenyl)cyclohexane-1,4-diamine